CC(CCCC)C(C(=O)[O-])(C(=O)[O-])C.[Ba+2] barium 2-(hex-2-yl)-2-methylmalonate